4-(4-(2-chlorophenyl)piperazin-1-yl)-6-(naphthalen-2-yl)pyridin-2-amine hydrochloride Cl.ClC1=C(C=CC=C1)N1CCN(CC1)C1=CC(=NC(=C1)C1=CC2=CC=CC=C2C=C1)N